FC1=C2C(NC(=NC2=C(C=C1)C)CS[C@@H]1CC[C@H](CC1)O)=O 5-fluoro-2-(((trans-4-hydroxycyclohexyl)thio)methyl)-8-methylquinazolin-4(3H)-one